5-(cinnolin-6-yl)thiazol-2-amine N1=NC=CC2=CC(=CC=C12)C1=CN=C(S1)N